Tert-butyl 2,7-diazaspiro[3.5]nonane-2-carboxylate C1N(CC12CCNCC2)C(=O)OC(C)(C)C